N-[4-(3-chlorophenoxy)-3-sulfamylphenyl]-2-(2,6-dichlorophenyl)acetamide ClC=1C=C(OC2=C(C=C(C=C2)NC(CC2=C(C=CC=C2Cl)Cl)=O)S(N)(=O)=O)C=CC1